2-(2,3-difluorophenyl)-2-(4-(trifluoromethyl)pyridine-2-yl)acetamide FC1=C(C=CC=C1F)C(C(=O)N)C1=NC=CC(=C1)C(F)(F)F